NC1CCN(CC1)CCCOC=1C(OC2=CC(=CC=C2C1)C=1C=NC=CC1)=O (3-(4-Aminopiperidin-1-yl)propoxy)-7-(pyridin-3-yl)-2H-chromen-2-one